C(\C=C\C(=O)O)(=O)O.NC1=C(N=CC(=N1)N1CCC2(CC=C([C@H]2N)C2CC2)CC1)SC1=C(C(=NC=C1)N)Cl (S)-8-(6-amino-5-((2-amino-3-chloropyridin-4-yl)thio)pyrazin-2-yl)-2-cyclopropyl-8-azaspiro[4.5]dec-2-en-1-amine fumarate